3-(4-(1H-pyrazol-3-yl)phenyl)-2-aminopropanoic acid N1N=C(C=C1)C1=CC=C(C=C1)CC(C(=O)O)N